4-[2-(phthalimido)ethoxy]-3-oxobutanoic acid ethyl ester C(C)OC(CC(COCCN1C(C=2C(C1=O)=CC=CC2)=O)=O)=O